3-Oxazol-2-ylpropyl 4-methylbenzenesulfonate CC1=CC=C(C=C1)S(=O)(=O)OCCCC=1OC=CN1